6-(2,6-dichloro-3,5-dimethoxyphenyl)-2-(1-methyl-1H-pyrazol-4-yl)-5,6,8,9-tetrahydroimidazo[1,2-a]pyrimido[5,4-e]pyrimidine ClC1=C(C(=C(C=C1OC)OC)Cl)N1C=2N(C3=C(C1)C=NC(=N3)C=3C=NN(C3)C)CCN2